C=1(C=2C3=C(COC2C=CC1)C=CC=C3)O benzo[c]chromen-1-ol